4-(5-(4-aminopiperidin-1-yl)-2-(3-fluoro-4-methoxyphenyl)-1H-indol-1-yl)-2-hydroxybenzonitrile NC1CCN(CC1)C=1C=C2C=C(N(C2=CC1)C1=CC(=C(C#N)C=C1)O)C1=CC(=C(C=C1)OC)F